N-(3-Methylbenzyl)-N-methyl-8-(4-(hydroxymethyl)phenyl)-9-(tetrahydro-2H-pyran-2-yl)-9H-purin-6-amine CC=1C=C(CN(C2=C3N=C(N(C3=NC=N2)C2OCCCC2)C2=CC=C(C=C2)CO)C)C=CC1